N-(5-((4-(1-Cyclopropyl-1H-indol-3-yl)-5-(1-methyl-1H-pyrazol-4-yl)pyrimidin-2-yl)amino)-2-((2-(dimethylamino)ethyl)(methyl)amino)-4-methoxyphenyl)acrylamide C1(CC1)N1C=C(C2=CC=CC=C12)C1=NC(=NC=C1C=1C=NN(C1)C)NC=1C(=CC(=C(C1)NC(C=C)=O)N(C)CCN(C)C)OC